CN([Si](O[SiH3])(C)C)C 1-dimethylamino-1,1-dimethyldisiloxane